antimony titanium [Ti].[Sb]